[Si](C)(C)(C(C)(C)C)O[C@@H](CCC[C@H](C(=O)OCCC)CO)C1=NC=CC(=C1)Cl propyl (2s,6s)-6-((tert-butyldimethylsilyl) oxy)-6-(4-chloropyridin-2-yl)-2-hydroxymethylcaproate